[6-(2-chloro-5-fluorophenyl)-2-methyl-3-(methyldioxo-lambda6-sulfanyl)-8-oxo-7,8-dihydro-6H-pyrrolo[4,3-g]indazol-5-yl]-5-fluoro-3-(trifluoromethyl)benzamide ClC1=C(C=C(C=C1)F)C1NC(C2=C1C(=CC1=C(N(N=C21)C)S(=O)(=O)C)C2=C(C(=O)N)C=C(C=C2C(F)(F)F)F)=O